ClC1=CC=C(C=N1)CN(C1=CC(OC1)=O)CC(F)F 4-[[(6-chloro-3-pyridinyl)methyl](2,2-difluoroethyl)amino]-2(5H)-furanone